diethyl ((6-bromo-2-((3-hydroxy-3-methylbutyl)amino) quinazolin-7-yl)difluoromethyl)phosphonate BrC=1C=C2C=NC(=NC2=CC1C(F)(F)P(OCC)(OCC)=O)NCCC(C)(C)O